tert-butyl (R)-(1-phenyl-3-(5-(trifluoromethyl)-1H-indol-3-yl)propan-2-yl)carbamate C1(=CC=CC=C1)C[C@H](CC1=CNC2=CC=C(C=C12)C(F)(F)F)NC(OC(C)(C)C)=O